(R)-4-Methoxy-1-(pyrrolidin-3-yl)piperidine COC1CCN(CC1)[C@H]1CNCC1